NC=1N=C(C2=C(C=NN(C2=O)CC2=CC=C(C=C2)C(=O)N2CCN(CC2)C)N1)N[C@H](CO)CCC (S)-2-Amino-4-((1-hydroxypentan-2-yl)amino)-6-(4-(4-methylpiperazine-1-carbonyl)benzyl)pyrimido[4,5-d]pyridazine-5(6H)-one